N1=CC(=CC=C1)S(=O)(=O)O 3-pyridinesulfonic acid